C(C)(C)(C)OC(=O)N1[C@H](CN(CC1)C=1C=NC(=CC1)[N+](=O)[O-])C (S)-2-methyl-4-(6-nitropyridin-3-yl)piperazine-1-carboxylic acid tert-butyl ester